N-(4-(2H-1,2,3-triazol-2-yl)-3-(trifluoromethyl)phenyl)-1-(2-carbonyl-1,2-dihydropyrrolo[4,3,2-ij]isoquinolin-6-yl)-5-(trifluoromethyl)-1H-pyrazole-4-carboxamide N=1N(N=CC1)C1=C(C=C(C=C1)NC(=O)C=1C=NN(C1C(F)(F)F)C1=CN=C2C3=C(C=CC=C13)C(N2)=C=O)C(F)(F)F